OCCCCN(CCCCCCC(C(=O)[O-])CC(OCC1C(C1)CCCCCC)OCC1C(C1)CCCCCC)CCCCCCC(C(=O)[O-])CC(OCC1C(C1)CCCCCC)OCC1C(C1)CCCCCC ((4-hydroxybutyl)azanediyl)bis(hexane-6,1-diyl)bis(4,4-bis((2-hexylcyclopropyl)methoxy)butanoate)